O1C(=NC2=C1C=CC=C2)[C@H]2N(CCC1=C2N=CN1)C(=O)C1=C(N=C(O1)C1=NC=CC=C1)C(F)F (S)-(4-(benzo[d]oxazol-2-yl)-6,7-dihydro-1H-imidazo[4,5-c]pyridin-5(4H)-yl)(4-(difluoromethyl)-2-(pyridin-2-yl)oxazol-5-yl)methanone